C(C)(C)(C)OC(=O)N1CCC(CC1)C1=C(C=C(C=C1)NC1C(NC(CC1)=O)=O)C.Cl.CC=1C=C(NC2C(NC(CC2)=O)=O)C=CC1C1CCNCC1 3-[3-methyl-4-(4-piperidyl)anilino]piperidine-2,6-dione hydrochloride Tert-butyl-4-[4-[(2,6-dioxo-3-piperidyl)amino]-2-methyl-phenyl]piperidine-1-carboxylate